N(=[N+]=[N-])C[C@@]1([C@H](O)C[C@@H](CO)O1)N1C(=O)N=C(N)C=C1 azidomethyl-3'-deoxycytidine